2-[METHYL(PROPAN-2-YL)AMINO]ACETALDEHYDE CN(CC=O)C(C)C